N(=C=O)C1=C(C=CC=C1)CN=C=O 1-isocyanato-2-(isocyanatomethyl)-benzene